C(C)(=O)C=1C=CC(=C(C1)C=1C2=C(C(N(C1)C)=O)SC(=C2)C=2OC1=C(N2)C=CC=C1)OC1=C(C=C(C=C1C)F)C 4-(5-acetyl-2-(4-fluoro-2,6-dimethylphenoxy)phenyl)-2-(benzo[d]oxazol-2-yl)-6-methylthieno[2,3-c]pyridin-7(6H)-one